ClC1=CC=C(C=C1)[C@@]1(N(C(C2=CC(=CC(=C12)F)C(C)(C)O)=O)CC1=NC=C(C=C1)Cl)OC[C@H](C(=O)N)C (2R)-3-{[(1R)-1-(4-Chlorophenyl)-2-[(5-chloropyridin-2-yl)methyl]-7-fluoro-5-(2-hydroxypropan-2-yl)-3-oxo-2,3-dihydro-1H-isoindol-1-yl]oxy}-2-methylpropanamid